BrC1=CC(=C(C=C1)C1(CC1)[NH-])F [1-(4-bromo-2-fluoro-phenyl)-cyclopropyl]-amide